C1(=CC=CC=C1)[C@@H]1CC[C@H](CN1)NC([O-])=O ((3R-6S)-6-phenylpiperidin-3-yl)carbamate